BrC=1C=C(C=CC1)S(=O)(=O)N1CCCC1 1-((3-Bromophenyl)sulfonyl)pyrrolidine